(2-naphthyl)-1,1'-biphenyl-4,4'-diamine C1=C(C=CC2=CC=CC=C12)C1=C(C=CC(=C1)N)C1=CC=C(C=C1)N